C(CCCCCCC\C=C/CCCCCCCC)(=O)OCCCCCCCC\C=C/CCCCCCCC.C(CCCCCCC\C=C/CCCCCCCC)(=O)OCCCCCCCC\C=C/CCCCCCCC dioleyl dioleate